C(CCCCCCC(=O)OCC\C=C/CCCC)(=O)OCC(COC(CCC(OCCCC\C=C/CC)OCCCC\C=C/CC)=O)COC(=O)OCC1CN(CCC1)CC 1-(3-((4,4-bis(((Z)-oct-5-en-1-yl)oxy)butanoyl)oxy)-2-(((((1-ethylpiperidin-3-yl)methoxy)carbonyl)oxy)methyl)propyl) 8-((Z)-oct-3-en-1-yl) octanedioate